CC(C)(C)[NH3+] The molecule is the cation resulting from the protonation of the nitrogen atom of tert-butylamine. It is a conjugate acid of a tert-butylamine.